OC1=CN=NC2=CC=C(C=C12)C1=CN=C(S1)NC(=O)C1CC(OC(C1)(C)C)(C)C N-(5-(4-hydroxycinnolin-6-yl)thiazol-2-yl)-2,2,6,6-tetramethyltetrahydro-2H-pyran-4-carboxamide